CN1C(C(CCC1(C)C)OC(C(C(=O)OC1C(N(C(CC1)(C)C)C)(C)C)(CC1=CC(=C(C(=C1)C(C)(C)C)O)C(C)(C)C)CCCC)=O)(C)C n-butyl-3,5-di-tert-butyl-4-hydroxybenzyl-malonic acid bis(1,2,2,6,6-pentamethylpiperidyl)ester